5-trifluoromethyl-2-(2-hydroxy-3,5-di-α-cumyl-phenyl)-2H-benzotriazole FC(C1=CC=2C(=NN(N2)C2=C(C(=CC(=C2)C(C)(C)C2=CC=CC=C2)C(C)(C)C2=CC=CC=C2)O)C=C1)(F)F